BrCCCCCCCCO[Si](C)(C)C(C)(C)C ((8-bromooctyl)oxy)(tert-butyl)dimethylsilane